OC1(CCN(CC1)C(=O)OC(C)(C)C)CC1=CC=NC=C1 tert-butyl 4-hydroxy-4-(pyridin-4-ylmethyl)piperidine-1-carboxylate